19-oxoandrosta-4-en-3,17-dione O=C[C@]12CCC(C=C1CC[C@H]1[C@@H]3CCC([C@@]3(C)CC[C@H]21)=O)=O